ClC=1C=C(C=CC1N1C(N(C=C1)C)=O)C1=C(C(=CC(=C1)F)C1=CC(=CC=C1)N1CC2(CCCN2C(C)C)CC1)O 1-(3-chloro-5'-fluoro-2'-hydroxy-3''-(1-isopropyl-1,7-diazaspiro[4.4]nonan-7-yl)-[1,1':3',1''-terphenyl]-4-yl)-3-methyl-1H-imidazol-2(3H)-one